(Z)-2-(1-((4-Bromonaphthalen-1-yl)methylene)-5-fluoro-2-methyl-1H-inden-3-yl)acetic acid BrC1=CC=C(C2=CC=CC=C12)\C=C/1\C(=C(C2=CC(=CC=C12)F)CC(=O)O)C